S1C2=C(C=C1C1=CC=3C4(C5=CC=C(C=C5OC3C=C1O)O)OC(C1=CC=C(C=C14)C(=O)O)=O)C=CC=C2 2'-(benzo[b]thiophen-2-yl)-3',6'-dihydroxy-3-oxo-3H-spiro-[isobenzofuran-1,9'-xanthene]-6-carboxylic acid